6-(4-(3-chloro-4-fluorophenyl)-1-(2-methoxyethyl)-1H-imidazol-5-yl)imidazo[1,2-b]pyridazine-3-carboxamide ClC=1C=C(C=CC1F)C=1N=CN(C1C=1C=CC=2N(N1)C(=CN2)C(=O)N)CCOC